3-(1-(2,6-dioxopyridin-3-yl)-3-methyl-1H-indazol-4-yl)propane O=C1NC(C=CC1N1N=C(C2=C(C=CC=C12)CCC)C)=O